N-ethyl-5-fluoro-2-[(4-{7-[(2S,4R)-4-fluoropyrrolidine-2-carbonyl]-2,7-diazaspiro[3.5]non-2-yl}pyrimidin-5-yl)oxy]-N-(prop-2-yl)benzamide C(C)N(C(C1=C(C=CC(=C1)F)OC=1C(=NC=NC1)N1CC2(C1)CCN(CC2)C(=O)[C@H]2NC[C@@H](C2)F)=O)C(C)C